(R)-3-(3-((5-(1,2,4-oxadiazol-3-yl)-1H-pyrrolo[2,3-b]pyridin-4-yl)amino)piperidin-1-yl)-3-oxopropanenitrile O1N=C(N=C1)C=1C(=C2C(=NC1)NC=C2)N[C@H]2CN(CCC2)C(CC#N)=O